4,4'-Ditolylthiobenzophenone C1(=C(C=CC=C1)C1=CC=C(C(=S)C2=CC=C(C=C2)C2=C(C=CC=C2)C)C=C1)C